dodecenyl-succinic amide C(=CCCCCCCCCCC)C(C(=O)N)CC(=O)O